NC1=CN=CC(=N1)C=1N=C(C=2N(C1C)C=CN2)NC2=CC=C(C=C2)N2CCN(CC2)C2COC2 6-(6-aminopyrazin-2-yl)-5-methyl-N-(4-(4-(oxetan-3-yl)piperazin-1-yl)phenyl)imidazo[1,2-a]pyrazin-8-amine